O1CC(CC2=CC=CC=C12)CNC(C1=CC=C(C=C1)C1=NC=CC2=C1C=CO2)=O N-(chroman-3-ylmethyl)-4-(furo[3,2-c]pyridin-4-yl)benzamide